2-(2-hydroxy-2-methylpropyl)pyrimidine-5-carboxylic acid methyl ester COC(=O)C=1C=NC(=NC1)CC(C)(C)O